1,5-diaza-pentadiene tetrafluoroborate salt F[B-](F)(F)F.N=CC=CN